FC=1C(=CC2=CN(N=C2C1)C1CCC(CC1)C=O)NC(C1=NC(=CC=C1)C(F)(F)F)=O 2-N-(6-fluoro-2-((1r,4r)-4-formylcyclohexyl)-2H-indazol-5-yl)-6-(trifluoromethyl)picolinamide